5-chloro(5-chloro-(2H)-benzotriazole-2-yl)-4-methyl-6-(tert-butyl)phenol ClC=1C(=CC(=C(C1C(C)(C)C)O)N1N=C2C(=N1)C=CC(=C2)Cl)C